methyl-9-[(3R)-3-{[(tert-butoxy)carbonyl]amino}butyl]-3-methoxythieno[3,2-f]quinoxaline-8-carboxylate COC(=O)C1=C(C=2C=3N=CC(=NC3C=CC2S1)OC)CC[C@@H](C)NC(=O)OC(C)(C)C